C(C)SC=1C=C(C(=NC1C1=NC=2C(=NC=C(C2)C(F)(F)F)N1C)C)OC(C#N)(C)C [[5-Ethylsulfanyl-2-methyl-6-[3-methyl-6-(trifluoromethyl)imidazo[4,5-b]pyridin-2-yl]-3-pyridyl]oxy]-2-methyl-propanenitrile